ClC1=C(CNC(C(C)C)=O)C=CC(=C1C=1NC(C=C(N1)C1=NC=C(C=C1)OCC1CC1)=O)F N-(2-chloro-3-{4-[5-(cyclopropylmethoxy)pyridin-2-yl]-6-oxo-1,6-dihydropyrimidin-2-yl}-4-fluorobenzyl)isobutyramide